CC=1N=C(SC1)C=1N=NN(C1)[C@@H]1[C@H]([C@@H](SC=2C(=NC=C(C2)Cl)C2=NC=CC=C2)O[C@@H]([C@@H]1O)CO)OC 5-chloro-2-(pyridin-2-yl)-pyridin-3-yl 3-deoxy-3-[4-(4-methylthiazol-2-yl)-1H-1,2,3-triazol-1-yl]-2-O-methyl-1-thio-α-D-galactopyranoside